C12OCC(CC1)(CC2)COC2=NC1=C(C(=C(C=C1C(=N2)N2C[C@H]1CC[C@@H](C2)N1)[N+](=O)[O-])C1=CC(=CC2=CC=C(C(=C12)C#C)F)O)F 4-(2-((2-oxabicyclo[2.2.2]oct-4-yl)methoxy)-4-((1R,5S)-3,8-diazabicyclo[3.2.1]oct-3-yl)-8-fluoro-6-nitroquinazolin-7-yl)-5-ethynyl-6-fluoronaphthalen-2-ol